5-methyl-2,4-hexanediol CC(C(CC(C)O)O)C